BrC=1C=C(C=CC1)N1C(CN(CC1)CCC1CCN(CC1)C1=C2C(N(C(C2=CC(=C1)F)=O)C1C(NC(CC1)=O)=O)=O)=O (4-{2-[4-(3-bromophenyl)-3-oxopiperazin-1-yl]ethyl}piperidin-1-yl)-2-(2,6-dioxopiperidin-3-yl)-6-fluoroisoindole-1,3-dione